butane bis-bromide [Br-].[Br-].CCCC